C(#N)C1=NC(=C(C2=CC=CC(=C12)OC1=CC(=CC=C1)OC)O)C(=O)NCC(=O)O {[1-Cyano-4-hydroxy-8-(3-methoxy-phenoxy)-isoquinoline-3-carbonyl]-amino}-acetic acid